NC=1C=CC(=NC1C1=CCC(CC1)(C)C)C1CC(N(C(C1)(C)C)C(C)=O)(C)C 1-[4-[5-amino-6-(4,4-dimethylcyclohexen-1-yl)-2-pyridyl]-2,2,6,6-tetramethyl-1-piperidyl]ethanone